4-fluoro-5-(2-Morpholinopyrimidin-5-yl)-2-((3S,5R)-3,4,5-trimethylpiperazin-1-yl)aniline FC1=CC(=C(N)C=C1C=1C=NC(=NC1)N1CCOCC1)N1C[C@@H](N([C@@H](C1)C)C)C